ClC1=NC(=CC=C1C(=O)OC(C)(C)C)N1N=C(C=C1)OCC(CC1(CC1)C(F)(F)F)([2H])[2H] tert-Butyl 2-chloro-6-[3-[2,2-dideuterio-3-[1-(trifluoromethyl) cyclopropyl]propoxy]pyrazol-1-yl]pyridine-3-carboxylate